N-(2-chloro-6-fluorophenyl)-2-{[1,1-difluoroprop-2-yl]oxy}-4-[3-(2-hydroxyprop-2-yl)-4-methyl-5-oxo-4,5-dihydro-1H-1,2,4-triazol-1-yl]benzamide ClC1=C(C(=CC=C1)F)NC(C1=C(C=C(C=C1)N1N=C(N(C1=O)C)C(C)(C)O)OC(C(F)F)C)=O